4-[2-phenoxyethyl-[4-(5,6,7,8-tetrahydro-1,8-naphthyridin-2-yl)butyl]amino]-2-[(2-tetrahydropyran-4-ylacetyl)amino]butanoic acid O(C1=CC=CC=C1)CCN(CCC(C(=O)O)NC(CC1CCOCC1)=O)CCCCC1=NC=2NCCCC2C=C1